CC1(CN(CCN1)C=1C=CC=2N(C(C=C(N2)C2=CC3=C(N=C(O3)C)C=C2)=O)C1)C 7-(3,3-dimethylpiperazin-1-yl)-2-(2-methyl-1,3-benzoxazol-6-yl)-4H-pyrido[1,2-a]pyrimidin-4-one